FC(C(OC(C(C(F)(F)F)(F)F)(F)F)F)(OC1=CC=C(C(=O)OC)C=C1)F methyl 4-(1,1,2-trifluoro-2-(perfluoropropoxy)ethoxy)benzoate